6-chloro-3-ethynylimidazo[1,2-b]pyridazine ClC=1C=CC=2N(N1)C(=CN2)C#C